1-(3-methylbenzyl)naphthalene-1,8-diamine CC=1C=C(CC2(CC=CC3=CC=CC(=C23)N)N)C=CC1